C(C)(C)(C)OC(=O)N\C(\NCC1=CC(=C(C=C1)CCO)Br)=N/C(OC(C)(C)C)=O tert-butyl [(Z)-[(tert-butoxycarbonyl)amino]{[3-bromo-4-(2-hydroxyethyl)benzyl]amino}methylidene]carbamate